3-(2-{[(3S)-6,6-dimethylpiperidin-3-yl]amino}-5-(trifluoromethyl)pyrimidin-4-yl)-5,5,6-trimethyl-1H,4H,5H,6H,7H-pyrrolo[2,3-c]pyridin-7-one CC1(CC[C@@H](CN1)NC1=NC=C(C(=N1)C1=CNC=2C(N(C(CC21)(C)C)C)=O)C(F)(F)F)C